CC1=NC(=CC(=N1)NC1=NN2C(C=C(C=C2)C2=C(C=NC(=C2)C)OCC(C#N)(C)C)=C1)C 3-[[4-[2-[(2,6-dimethylpyrimidin-4-yl)amino]pyrazolo[1,5-a]pyridin-5-yl]-6-methyl-3-pyridyl]oxy]-2,2-dimethyl-propanenitrile